di-tert-butyl 4,10-bis(4-((4-((2-((S)-2-cyano-4,4-difluoropyrrolidin-1-yl)-2-oxoethyl)carbamoyl)quinolin-8-yl)amino)-4-oxobutanoyl)-1,4,7,10-tetraazacyclododecane-1,7-dicarboxylate C(#N)[C@H]1N(CC(C1)(F)F)C(CNC(=O)C1=CC=NC2=C(C=CC=C12)NC(CCC(=O)N1CCN(CCN(CCN(CC1)C(=O)OC(C)(C)C)C(CCC(NC=1C=CC=C2C(=CC=NC12)C(NCC(N1[C@@H](CC(C1)(F)F)C#N)=O)=O)=O)=O)C(=O)OC(C)(C)C)=O)=O